Dimethyldivinyl-diphenyldisiloxane C[Si](O[Si](C1=CC=CC=C1)(C1=CC=CC=C1)C=C)(C=C)C